6-chloro-5-[4-[1-(chloromethyl)-1,2-dihydroxy-ethyl]phenyl]-3-[hydroxy-(3-methylisoxazol-5-yl)methylene]indolin-2-one ClC1=C(C=C2C(C(NC2=C1)=O)=C(C1=CC(=NO1)C)O)C1=CC=C(C=C1)C(CO)(O)CCl